FC(C=1C=C(C=CC1F)C=1C=NN(C1)CC=1N(N=CC1)C)F 4-[3-(Difluoromethyl)-4-fluoro-phenyl]-1-[(2-methylpyrazol-3-yl)methyl]pyrazole